CNCC1OCC(C(C1O)O)NC1=NC(=CN=C1)C(F)(F)F 2-((methylamino)methyl)-5-((6-(trifluoromethyl)pyrazin-2-yl)amino)tetrahydro-2H-pyran-3,4-diol